The molecule is a pyridone that is 4-hydroxy-6-oxo-1,6-dihydropyridine-2-carboxylic acid substituted by a 3-carboxy-3-oxopropyl group at position 5. It is an oxo dicarboxylic acid, a pyridone and a monohydroxypyridine. It is a conjugate acid of a 5-(3'-carboxy-3'-oxopropyl)-4,6-dihydroxypicolinate. C1=C(NC(=O)C(=C1O)CCC(=O)C(=O)O)C(=O)O